C(C1=CC=CC=C1)C1NC2=C3C(=CC(=C2C1)NC1=C(C=C(C=C1)Cl)C)N=C(N=C3)C=3N=NN(N3)C 2-benzyl-4-(4-chloro-2-methylphenylamino)-7-(2-methyltetrazol-5-yl)pyrimido[4,5]indoline